(6-chloro-3-(4-(2-methoxyethyl)piperazin-1-yl)pyridin-2-yl)ethan-1-ol methyl-2-((3S,5S)-1-(4-ethynylbenzyl)-5-(4-(trifluoromethyl)phenyl)piperidin-3-yl)acetate CC(C(=O)OC(C)C1=NC(=CC=C1N1CCN(CC1)CCOC)Cl)[C@H]1CN(C[C@@H](C1)C1=CC=C(C=C1)C(F)(F)F)CC1=CC=C(C=C1)C#C